4-(3-(2-amino-[1,2,4]triazolo[1,5-a]pyridin-7-yl)-2-fluoro-6-methylphenoxy)-2,2-difluoro-1-(4-fluorophenyl)butan-1-ol NC1=NN2C(C=C(C=C2)C=2C(=C(OCCC(C(O)C3=CC=C(C=C3)F)(F)F)C(=CC2)C)F)=N1